NC1=C(C=NC=2N1N=C(C2)C2=CC=CC=C2)C#N 7-amino-2-phenylpyrazolo[1,5-a]pyrimidine-6-carbonitrile